β-methoxy-3,4-methylenedioxy-phenethylamine COC(CN)C1=CC2=C(C=C1)OCO2